C(C(C)C)C1NC(C2N(C1)CCNC2)=O 3-isobutylhexahydro-2H-pyrazino[1,2-a]pyrazin-1(6H)-one